3-(pyridin-4-yl)-1,2-Benzisothiazole N1=CC=C(C=C1)C1=NSC2=C1C=CC=C2